5,5-dimethyl-isoxazoline CC1(CC=NO1)C